tert-butyl (tert-butoxycarbonyl)(6-chloro-3-methoxypyrazin-2-yl)carbamate C(C)(C)(C)OC(=O)N(C(OC(C)(C)C)=O)C1=NC(=CN=C1OC)Cl